P(=O)(O[N+](C)(C)C)(OCC)[O-] (trimethylammonio) ethyl phosphate